(2-amino-4-(benzyloxy)-5-methoxyphenyl)(2-(((tert-butyldimethylsilyl)oxy)methyl)-4-(thiophen-2-yl)-3,6-dihydropyridin-1(2H)-yl)methanone NC1=C(C=C(C(=C1)OCC1=CC=CC=C1)OC)C(=O)N1C(CC(=CC1)C=1SC=CC1)CO[Si](C)(C)C(C)(C)C